nickel (dimethoxyethane) chloride [Cl-].C(OC)COC.[Ni+2].[Cl-]